ClC1=CC=C(N=N1)N1C[C@@H](N(CC1)C(=O)OC(C)(C)C)C tert-butyl (2S)-4-(6-chloropyridazin-3-yl)-2-methylpiperazine-1-carboxylate